C(C)(=O)OC(C=C)(CCC=C(CC)C)C 3,7-dimethylnona-1,6-dien-3-yl acetate